2-(benzo[d]oxazol-2-yl-amino)-1-methyl-1H-benzo[d]imidazole-5-carboxylic acid O1C(=NC2=C1C=CC=C2)NC2=NC1=C(N2C)C=CC(=C1)C(=O)O